BrC1=CC=C(C=C1)C=1C2=C(C(=NC1Cl)OC)C1(C(O2)C(C(C1O)CNCC(F)F)C1=CC=CC=C1)O (4-bromophenyl)-3-chloro-7-(((2,2-difluoroethyl)amino)methyl)-1-methoxy-6-phenyl-5a,6,7,8-tetrahydro-8aH-cyclopenta[4,5]furo[3,2-c]pyridine-8,8a-diol